N[C@H]1CN(C[C@H]1C)C=1C2=CN(N=C2C=CC1NC(=O)C1=NN(C(C=C1)=O)C1=C(C=CC=C1F)F)C12CC(C1)(C2)C N-(4-((3R,4R)-3-amino-4-methylpyrrolidin-1-yl)-2-(3-methylbicyclo[1.1.1]pentan-1-yl)-2H-indazol-5-yl)-1-(2,6-difluorophenyl)-6-oxo-1,6-dihydropyridazine-3-carboxamide